9-(2-nitrophenyl)carbazole [N+](=O)([O-])C1=C(C=CC=C1)N1C2=CC=CC=C2C=2C=CC=CC12